1-(4-fluorophenyl)-7-(prop-2-ynyloxy)-3,4-dihydroisoquinoline FC1=CC=C(C=C1)C1=NCCC2=CC=C(C=C12)OCC#C